(4-(4-bromophenyl)thiazole-2-yl)-3,6-dimethylpyrano[2,3-c]pyrazol BrC1=CC=C(C=C1)C=1N=C(SC1)C=1C=C(OC2=NN=C(C21)C)C